FC=1C=C(C=CC1N1[C@@H](CCC1)C(F)(F)F)C=1N=C(OC1C)N (S)-4-(3-fluoro-4-(2-trifluoromethylpyrrolidin-1-yl)phenyl)-5-methyl-oxazol-2-amine